1-(4-ethylphenyl)-2,4-dimethyl-1H-imidazole-5-carboxylic acid ethyl ester C(C)OC(=O)C1=C(N=C(N1C1=CC=C(C=C1)CC)C)C